OC(C(=O)C1=CC=C(C=C1)CCO)(C)C 2-hydroxy-4'-(2-hydroxyethyl)-2-methylpropiophenone